BrC=1C=C2CCNC(C2=C(C1)OCC)=O 6-bromo-8-ethoxy-3,4-dihydro-2H-isoquinolin-1-one